1-methyl-3-cyanoindazole CN1N=C(C2=CC=CC=C12)C#N